N-(3-chloro-5-(methylsulfonamido)phenyl)-5-(3-fluoro-5-(3-(trifluoromethyl)azetidin-1-yl)pyridin-2-yl)-1-methyl-1H-pyrrole-3-carboxamide ClC=1C=C(C=C(C1)NS(=O)(=O)C)NC(=O)C1=CN(C(=C1)C1=NC=C(C=C1F)N1CC(C1)C(F)(F)F)C